3-[1-methyl-6-[1-[(1S)-2,2,2-trifluoro-1-(4-piperidyl)ethyl]-4-piperidyl]indazol-3-yl]piperidine-2,6-dione CN1N=C(C2=CC=C(C=C12)C1CCN(CC1)[C@H](C(F)(F)F)C1CCNCC1)C1C(NC(CC1)=O)=O